N-(3-methoxybenzyl)-2-((4-methylpiperazin-1-yl)methyl)-N-(quinolin-7-ylmethyl)pyridin-4-amine COC=1C=C(CN(C2=CC(=NC=C2)CN2CCN(CC2)C)CC2=CC=C3C=CC=NC3=C2)C=CC1